methyl 4-(6-((5-fluoropyridin-2-yl)amino)-3-oxo-2,3-dihydro-1H-pyrazolo[4,3-c]pyridin-1-yl)benzoate FC=1C=CC(=NC1)NC1=CC2=C(C=N1)C(NN2C2=CC=C(C(=O)OC)C=C2)=O